4-(3,3-difluoro-2,2-dimethyl-propanoyl)-7-fluoro-3,5-dihydro-2H-1,4-benzoxazepine-9-carbonitrile FC(C(C(=O)N1CCOC2=C(C1)C=C(C=C2C#N)F)(C)C)F